OCC(CO)N[C@@H]1[C@@H]([C@H]([C@@H]([C@@](C1)(O)CO)O)O)O (1S,2S,3R,4S,5S)-5-(1,3-dihydroxypropan-2-ylamino)-1-(hydroxymethyl)cyclohexane-1,2,3,4-tetraol